C(N)(=O)C=1C(=C(C(=C2C(=C(NC12)C)C#N)C1CC(CCC1)NC(OC(C)(C)C)=O)F)F tert-butyl (3-(7-carbamoyl-3-cyano-5,6-difluoro-2-methyl-1H-indol-4-yl)cyclohexyl)carbamate